ClCCCI 1-chloro-3-iodopropane